C(C)C=1C=C(C=CC1)C=1C=CC(=NC1)C(=O)O 5-(3-ethylphenyl)pyridine-2-carboxylic acid